O=C1N(C(CC1)=O)OC(CCOCCOCCOCCOCCC(=O)ON1C(CCC1=O)=O)=O 4,7,10,13-tetraoxahexadecanedioic bis(2,5-dioxopyrrolidin-1-yl) ester